N1C=C(C=CC1=O)C1=CC=NC=C1 [3,4'-Bipyridyl]-6(1H)-one